O1CC(C1)N1C(N(CC1)C1CN(CCC1)C=1N=CC(=NC1)C(=O)N)=O 5-(3-(3-(oxetane-3-yl)-2-oxoimidazoline-1-yl)piperidin-1-yl)pyrazine-2-carboxamide